P(=O)(OC[C@@H](C(=O)O)NC(=O)OCC1C2=CC=CC=C2C=2C=CC=CC12)(OCC[N+](C)(C)C)[O-] (S)-2-((((9H-fluoren-9-yl)methoxy)carbonyl)amino)-2-carboxyethyl (2-(trimethylammonio)ethyl) phosphate